C(CCCCCCCCCCCCCCC)(=O)OC=1C(=O)O[C@@H](C1O)[C@@H](O)COC(CCCCCCCCCCCCCCC)=O ascorbic acid 2,6-dipalmitate